p-toluenesulfonic acid barium [Ba].CC1=CC=C(C=C1)S(=O)(=O)O